C(C)OC(C1=CC(=C(C=C1)CC)NC(C1=C(C=CC=C1)N)=O)=O 3-(2-aminobenzoylamino)-4-ethylbenzoic acid ethyl ester